2-(3-fluoropyridin-4-yl)-3-iodo-7-[2-(morpholin-4-yl)ethyl]-1H,5H,6H,7H-pyrrolo[3,2-c]pyridin-4-one FC=1C=NC=CC1C1=C(C=2C(NCC(C2N1)CCN1CCOCC1)=O)I